ClC1=CC=C(C=C1)C1CC2=CC=CC=C2C=C1 2-(4-chlorophenyl)-1H-naphthalene